(S or R)-4-(4-((1R,4R)-2,5-diazabicyclo[2.2.2]octan-2-yl)-6-chloro-2-(3-(dimethylamino)azetidin-1-yl)-8-fluoroquinazolin-7-yl)naphthalen-2-ol [C@H]12N(C[C@H](NC1)CC2)C2=NC(=NC1=C(C(=C(C=C21)Cl)C2=CC(=CC1=CC=CC=C21)O)F)N2CC(C2)N(C)C